N-(3-chloro-5-(methylsulfonylamino)phenyl)-5-(5-fluoropyrimidin-2-yl)-1-methyl-1H-pyrrole-3-carboxamide ClC=1C=C(C=C(C1)NS(=O)(=O)C)NC(=O)C1=CN(C(=C1)C1=NC=C(C=N1)F)C